ClC1=CC=C2C=CC(=NC2=C1)C(=O)O 7-chloroquinoline-2-carboxylic acid